FC1=C(C=C2C=C(N=CC2=C1)NC(=O)[C@@H]1CC12CCOCC2)C2CCN(CC2)[C@]2(COC[C@H]2O)C (1R)-N-(7-fluoro-6-(1-((3S,4S)-4-hydroxy-3-methyltetrahydrofuran-3-yl)piperidin-4-yl)isoquinolin-3-yl)-6-oxaspiro[2.5]octane-1-carboxamide